4-Amino-7-fluoro-8-bromo-N-propylisoquinoline-3-carboxamide NC1=C(N=CC2=C(C(=CC=C12)F)Br)C(=O)NCCC